3-(3-(2'-(morpholine-4-carbonyl)-[1,1'-biphenyl]-3-yl)acryloyl)-4-phenyloxazolidin-2-one N1(CCOCC1)C(=O)C1=C(C=CC=C1)C1=CC(=CC=C1)C=CC(=O)N1C(OCC1C1=CC=CC=C1)=O